C1C(C[C@H](C([C@@H]1OC(=O)/C=C/C2=CC(=C(C=C2)O)O)OC(=O)/C=C/C3=CC(=C(C=C3)O)O)OC(=O)/C=C/C4=CC(=C(C=C4)O)O)(O)C(=O)O 3,4,5-tricaffeoylquinic acid